2-[(5-chloro-3-hydroxypyridin-2-yl)methyl]-3-(4-chlorophenyl)-4-fluoro-6-[(1S)-1-hydroxy-1-(1-methylpiperidin-4-yl)propyl]-3-[(3S)-oxocyclopent-3-yloxy]-2,3-dihydro-1H-isoindol-1-one ClC=1C=C(C(=NC1)CN1C(C2=CC(=CC(=C2C1(O[C@@H]1CC(CC1)=O)C1=CC=C(C=C1)Cl)F)[C@](CC)(C1CCN(CC1)C)O)=O)O